4-Amino-2-{8-(3-fluorobenzyl)imidazo[1,2-a]pyrazin-6-yl}-5-(4-methoxy-5-methylpyridin-2-yl)-5-methyl-5,7-dihydro-6H-pyrrolo[2,3-d]pyrimidin-6-one NC=1C2=C(N=C(N1)C=1N=C(C=3N(C1)C=CN3)CC3=CC(=CC=C3)F)NC(C2(C)C2=NC=C(C(=C2)OC)C)=O